(((3-cyanophenyl)amino)((2-oxoethyl)thio)methylene)carbamic acid ethyl ester C(C)OC(N=C(SCC=O)NC1=CC(=CC=C1)C#N)=O